(S)-6-methoxy-2-methyl-N-(6-(3-methylpiperazin-1-yl)pyridazin-3-yl)pyrazolo[1,5-a]pyridine-5-carboxamide hydrochloride Cl.COC=1C(=CC=2N(C1)N=C(C2)C)C(=O)NC=2N=NC(=CC2)N2C[C@@H](NCC2)C